C12CN(CC(CC1)O2)C2=C(CN1CCCC13CCN(CC3)C(=O)OC(C(F)(F)F)C(F)(F)F)C=CC(=C2)C(F)(F)F 1,1,1,3,3,3-hexafluoropropan-2-yl 1-(2-(8-oxa-3-azabicyclo[3.2.1]octan-3-yl)-4-(trifluoromethyl) benzyl)-1,8-diazaspiro[4.5]decane-8-carboxylate